tert-butyl (2-((4-(3-(4-methyl-1H-imidazol-1-yl)phenyl)thiazol-2-yl)amino)-2-oxoethyl)carbamate CC=1N=CN(C1)C=1C=C(C=CC1)C=1N=C(SC1)NC(CNC(OC(C)(C)C)=O)=O